O=C1NC(CCC1C1=NN(C2=CC=CC=C12)CC(=O)NCC1=CN=CN1C)=O 2-(3-(2,6-Dioxopiperidin-3-yl)-1H-indazol-1-yl)-N-((1-methyl-1H-imidazol-5-yl)methyl)acetamide